BrC=1C=CC2=C(N=C(O2)C2CCN(CC2)C2=C(C(N(C3=CC=CC=C23)C)=O)C#N)C1 4-[4-(5-Bromo-1,3-benzooxazol-2-yl)piperidin-1-yl]-1-methyl-2-oxo-1,2-dihydroquinoline-3-carbonitrile